(R)-2-(4-(3-(4-(6-(8-(benzo[d]thiazol-2-ylcarbamoyl)-3,4-dihydroisoquinolin-2(1H)-yl)-2-(tert-butoxycarbonyl)pyridin-3-yl)-3-(trifluoromethyl)phenoxy)butyl)piperidin-1-yl)acetic acid S1C(=NC2=C1C=CC=C2)NC(=O)C=2C=CC=C1CCN(CC21)C2=CC=C(C(=N2)C(=O)OC(C)(C)C)C2=C(C=C(O[C@@H](CCC1CCN(CC1)CC(=O)O)C)C=C2)C(F)(F)F